C1(CCCC1)C(C1=CC2=C(C(N(CCO2)C[C@@H](CN2CC3=CC=CC=C3CC2)O)=O)C=C1)O 8-[cyclopentyl(hydroxy)methyl]-4-[(2R)-3-(3,4-dihydro-1H-isoquinolin-2-yl)-2-hydroxy-propyl]-2,3-Dihydro-1,4-benzoxazepine-5-one